(3S)-10-bromo-11-fluoro-3-methyl-2,7-diazatricyclo[6.4.0.0^{2,6}]dodeca-1(8),6,9,11-tetraene BrC1=CC=2N=C3CC[C@@H](N3C2C=C1F)C